2-methyl-1-[[5-[(1,1,5-trimethylspiro[isobenzofuran-3,4'-piperidine]-1'-yl)methyl]-2-pyridyl]oxy]propan-2-amine CC(COC1=NC=C(C=C1)CN1CCC2(CC1)OC(C1=CC=C(C=C12)C)(C)C)(C)N